1-(tert-butoxycarbonyl)-3-fluoroazetidine-3-carboxylic acid C(C)(C)(C)OC(=O)N1CC(C1)(C(=O)O)F